FC1=C2C(=C(C=3N=C(NC31)C)F)CC(C2)C(=O)OCC ethyl 4,8-difluoro-2-methyl-3,5,6,7-tetrahydrocyclopenta[f]benzimidazole-6-carboxylate